1-(2-fluoroethyl)pyrazole-4-carbaldehyde FCCN1N=CC(=C1)C=O